C(C1=CC=CC=C1)OC(COCCCC(C)(C)NC(OC(C)(C)C)=O)(C(F)(F)F)C(NNC(=O)C1=NC(=C(C=C1[N+](=O)[O-])C(F)(F)F)O)=O tert-Butyl N-[4-[2-benzyloxy-3,3,3-trifluoro-2-[[[6-hydroxy-3-nitro-5-(trifluoromethyl)pyridine-2-carbonyl]amino]carbamoyl]propoxy]-1,1-dimethyl-butyl]carbamate